Methyl 5-fluoro-2-((imidazo[1,2-b]pyridazine-3-carboxamido)methyl)benzofuran-7-carboxylate FC=1C=C(C2=C(C=C(O2)CNC(=O)C2=CN=C3N2N=CC=C3)C1)C(=O)OC